C1CN(CCC12CCNCC2)C=2C=CC(=C(C2)C2C(NC(CC2)=O)=O)C 3-[5-(3,9-diazaspiro[5.5]undecan-3-yl)-2-methyl-phenyl]piperidine-2,6-dione